BrC1=C(C=C(C(=C1)OC1=CC=CC=C1)C)N=CN(C)CC N'-(2-bromo-5-methyl-4-phenoxyphenyl)-N-ethyl-N-methyl-formamidine